(Z)-((6-bromohexyl)oxy)dimethyl((1-((2,5,8-trimethyl-2-(4,8,12-trimethyltridecyl)chroman-6-yl)oxy)octadec-9-en-1-yl)oxy)silane BrCCCCCCO[Si](OC(CCCCCCC\C=C/CCCCCCCC)OC=1C(=C2CCC(OC2=C(C1)C)(CCCC(CCCC(CCCC(C)C)C)C)C)C)(C)C